C(CCC)C1(N(S(C2=C(N(C1)C1=CC=CC=C1)C=C(C(=C2)C(=O)OC)OC)(=O)=O)CC2=CC=C(C=C2)OC)CC Methyl 3-butyl-3-ethyl-7-methoxy-2-(4-methoxybenzyl)-5-phenyl-2,3,4,5-tetrahydro-1,2,5-benzothiadiazepine-8-carboxylate 1,1-dioxide